C(C)(C)(C)OC(=O)NCCOC1=C2CNC(C2=CC=C1)=O 4-(2-(tert-butoxycarbonylamino)ethoxy)-1-oxoisoindoline